C([C@H](O)[C@H](O)CCO)O 4-deoxyribitol